ClC1=C(C(=CC=2C3=C(C=NC12)CN[C@H]3C)OC)Cl (S)-6,7-Dichloro-8-methoxy-1-methyl-2,3-dihydro-1H-pyrrolo[3,4-c]quinoline